2-(ethoxymethoxy)-3-(trifluoromethoxy)methylbenzaldehyde C(C)OCOC1=C(C=O)C=CC=C1COC(F)(F)F